NC[C@@]1(OC2=C(C1)C(=C(C(=C2)F)Cl)C2=C(C(=NC=C2C(=O)N)OC)F)C2=CC=CC=C2 4-((2S,4S)-2-(aminomethyl)-5-chloro-6-fluoro-2-phenyl-2,3-dihydrobenzofuran-4-yl)-5-fluoro-6-methoxynicotinamide